[Li+].C(C)(C)(C)OC(=O)N[C@H](C(=O)[O-])CC1=CC=CC=C1 (S)-2-(tert-butoxycarbonylamino)-3-phenylpropanoic acid lithium salt